di(1-adamantyl)-2-morpholinylphenylphosphine C12(CC3CC(CC(C1)C3)C2)P(C2=C(C=CC=C2)N2CCOCC2)C23CC1CC(CC(C2)C1)C3